8-Methoxy-1,3-dihydro-2H-benzo[d]azepine COC=1C=CC2=C(CCNC=C2)C1